tert-butyl-2'-(2-ethoxyphenyl)-3-ethyl-8'-oxo-7',8'-dihydro-6'H-spiro[piperidine-4,5'-[1,7]naphthyridine]-1-carboxylate C(C)(C)(C)OC(=O)N1CC(C2(C=3C=CC(=NC3C(NC2)=O)C2=C(C=CC=C2)OCC)CC1)CC